NC1=NC=2C=CC(=CC2C2=C1COC2)C(=O)N([C@@H]2COC1=C2C=CC(=C1)C=1CCN(CC1)C(=O)OC(C)(C)C)C 2-methyl-2-propanyl 4-((3S)-3-(((4-amino-1,3-dihydrofuro[3,4-c]quinolin-8-yl)carbonyl)(methyl)amino)-2,3-dihydro-1-benzofuran-6-yl)-3,6-dihydro-1(2H)-pyridinecarboxylate